C1(CC1)N1N=CC(=C1)C1=C2C(=NC=C1)C(=NN2C2CN(C2)C(C(=C)F)=O)C2=CC=C(C=C2)C(F)(F)F 1-(3-(7-(1-cyclopropyl-1H-pyrazol-4-yl)-3-(4-(trifluoromethyl)phenyl)-1H-pyrazolo[4,3-b]pyridin-1-yl)azetidin-1-yl)-2-fluoroprop-2-en-1-one